CN(C)CC1CN(CCC1=O)C(=O)OC(C)(C)C Tert-butyl 3-((dimethylamino) methyl)-4-oxopiperidine-1-carboxylate